ClC1=NC2=CC=C(C=C2C(=N1)C(COC1OCCCC1)(C1=CC=CC=C1)C1=CC=CC=C1)C=1C2=C(C(N(C1)C)=O)OC=C2 4-(2-chloro-4-(1,1-diphenyl-2-((tetrahydro-2H-pyran-2-yl)oxy)ethyl)quinazolin-6-yl)-6-methylfuro[2,3-c]Pyridin-7(6H)-one